C[C@]12CC[C@H]3[C@H]([C@@H]1CC[C@@H]2O)CCC4=C3C=CC(=C4)OCC(=O)O The molecule is a 17beta-hydroxy steroid that is 17beta-estradiol in which the 3-hydroxy group carries a carboxymethyl substituent. It has a role as a hapten. It is a 17beta-hydroxy steroid, a monocarboxylic acid and an ether. It derives from a 17beta-estradiol.